COC(=O)C=1C=NNC1C1CC1.FC(C1N(C2=C(OCC1)N=C1C(=C2)C=CN1)C1=C(C(=O)N)C=CC=C1)(F)F 2-(2-(trifluoromethyl)-3,4-dihydro-2H-pyrrolo[3',2':5,6]pyrido[2,3-b][1,4]oxazepin-1(7H)-yl)benzamide methyl-5-cyclopropyl-1H-pyrazole-4-carboxylate